(Z)-(7-(Methoxyimino)-2-oxa-5-azaspiro[3.4]octan-5-yl)(2'-methyl-[1,1'-biphenyl]-4-yl)methanone CO\N=C\1/CN(C2(COC2)C1)C(=O)C1=CC=C(C=C1)C1=C(C=CC=C1)C